(2R)-2,3-Bis(octadecanoyloxy)propyl 2-(trimethylazaniumyl)ethyl phosphate P(=O)(OC[C@@H](COC(CCCCCCCCCCCCCCCCC)=O)OC(CCCCCCCCCCCCCCCCC)=O)(OCC[N+](C)(C)C)[O-]